CC1C(OCC1)(C(=O)N)C dimethyltetrahydrofuran-2-carboxamide